methyl 5-(2-amino-4-((4-(2-methyl-6-(methylcarbamoyl) pyridin-3-yl) piperazin-1-yl) methyl) phenyl)-1-methyl-1H-imidazole-4-carboxylate NC1=C(C=CC(=C1)CN1CCN(CC1)C=1C(=NC(=CC1)C(NC)=O)C)C1=C(N=CN1C)C(=O)OC